CC(=O)[C@@H](O)[C@H](O)[C@H](O)CO 1-deoxyfructose